(3-chlorothiophen-2-yl)boronic acid ClC1=C(SC=C1)B(O)O